2-(4-(2-(5-cyclopropyl-3-(2,6-dichlorophenyl)isoxazol-4-yl)vinyl)bicyclo[2.2.2]octan-1-yl)benzo[d]thiazole-7-carboxylic acid C1(CC1)C1=C(C(=NO1)C1=C(C=CC=C1Cl)Cl)C=CC12CCC(CC1)(CC2)C=2SC1=C(N2)C=CC=C1C(=O)O